N-((R)-1-(3,5-bis(1-methyl-1H-pyrazol-4-yl)phenyl)ethyl)-2-methyl-5-(((S)-4-methylmorpholin-2-yl)methoxy)benzamide CN1N=CC(=C1)C=1C=C(C=C(C1)C=1C=NN(C1)C)[C@@H](C)NC(C1=C(C=CC(=C1)OC[C@@H]1CN(CCO1)C)C)=O